(3-chlorophenyl)-9-methyl-9H-fluorene ClC=1C=C(C=CC1)C1=CC=CC=2C3=CC=CC=C3C(C12)C